ethyl 2-(4-bromo-2-methoxyphenyl)-7-[1-(tert-butoxycarbonyl)piperidin-4-yl]-2H-pyrazolo[4,3-b]pyridine-3-carboxylate BrC1=CC(=C(C=C1)N1N=C2C(N=CC=C2C2CCN(CC2)C(=O)OC(C)(C)C)=C1C(=O)OCC)OC